6-(3-(1H-pyrazol-4-yl)propoxy)-N-(6-chloropyridin-3-yl)isoquinolin-1-amine N1N=CC(=C1)CCCOC=1C=C2C=CN=C(C2=CC1)NC=1C=NC(=CC1)Cl